CC1=NN(C2=NC=C(C=C21)NC(C=C)=O)C2=C(C=CC=C2)C(F)(F)F N-(3-methyl-1-(2-(trifluoromethyl)phenyl)-1H-pyrazolo[3,4-b]pyridin-5-yl)acrylamide